2-(2-(Cyclopropanesulfonamido)pyrimidin-4-yl)-N-(5-(6-ethoxypyrazin-2-yl)pyridin-2-yl)-2-fluorobutanamide C1(CC1)S(=O)(=O)NC1=NC=CC(=N1)C(C(=O)NC1=NC=C(C=C1)C1=NC(=CN=C1)OCC)(CC)F